ClC1=C(C=C(CN(S(=O)(=O)C2=CC=CC=C2)C23CC(C2)(C3)C=3N[C@H](C(N3)(C)C)C(=O)OC)C=C1)F methyl (R)-2-(3-(N-(4-chloro-3-fluorobenzyl)phenylsulfonamido)bicyclo[1.1.1]pentan-1-yl)-4,4-dimethyl-4,5-dihydro-1H-imidazole-5-carboxylate